CN1CC(CC1=O)C(=O)NC1=C(C(=CC=C1)COC1=CC=CC=C1)C 1-Methyl-N-[2-methyl-3-(phenoxymethyl)phenyl]-5-oxo-3-pyrrolidine-carboxamide